COC1=CC=C(C=C1)C=CC(=COC1=CC2=CC=CC=C2C=C1)SC(F)(F)F 2-((4-(4-methoxyphenyl)-2-trifluoromethylsulfanylbut-1,3-dien-1-yl)oxy)naphthalene